4-((3-(N,N-dimethylsulfamoyl)phenyl)carbamoyl)-2-(6-methoxy-2',6'-dimethyl-[1,1'-biphenyl]-3-yl)-5-methyl-1H-imidazole 3-oxide CN(S(=O)(=O)C=1C=C(C=CC1)NC(=O)C=1[N+](=C(NC1C)C=1C=C(C(=CC1)OC)C1=C(C=CC=C1C)C)[O-])C